C(C)(C)(C)OC(=O)N1CC2(C1)CN(C2)C2=NC=C(C=C2)C(F)(F)F 6-[5-(trifluoromethyl)-2-pyridyl]-2,6-diazaspiro[3.3]heptane-2-carboxylic acid tert-butyl ester